C(C)N1N=CC=C1C(=O)N[C@H](C(=O)NC1=C(C=C(C=C1)[C@@H](C(=O)N(CC(F)(F)F)C)C)F)[C@@H](CC)C1=CC=C(C=C1)F ethyl-N-((2S,3S)-1-((2-fluoro-4-((S)-1-(methyl(2,2,2-trifluoroethyl)amino)-1-oxopropan-2-yl)phenyl)amino)-3-(4-fluorophenyl)-1-oxopentan-2-yl)-1H-pyrazole-5-carboxamide